3,3-difluoropiperidine-1-sulfonamide FC1(CN(CCC1)S(=O)(=O)N)F